2-(4-((6-((4-cyano-2-fluorobenzyl)oxy)pyridin-2-yl)oxy)-piperidine-1-yl)acetamide C(#N)C1=CC(=C(COC2=CC=CC(=N2)OC2CCN(CC2)CC(=O)N)C=C1)F